C(CCCCC)C(C(=O)OC1=CC=C(C=C1)CC(=O)OC(C)(C)C)CCCCCCCC tert-Butyl 4-(2-hexyldecanoyloxy)phenylacetate